tertiary octyl-phenyl-alpha-naphthyl-amine C(C)(C)(CC(C)(C)C)N(C1=CC=CC2=CC=CC=C12)C1=CC=CC=C1